2-({3-[(3-chlorophenoxy)methyl]benzoyl}amino)benzamide ClC=1C=C(OCC=2C=C(C(=O)NC3=C(C(=O)N)C=CC=C3)C=CC2)C=CC1